COC1=C(C=CC(=C1)OC)C=1C(=CC=C(C1OC)C)C(=O)OC methyl 2',4',6-trimethoxy-5-methylbiphenyl-2-carboxylate